N-(1-(2-(2-methoxyethoxy)ethyl)-3-(pyridin-2-yl)-1H-pyrazol-4-yl)-2-(1H-pyrazol-4-yl)oxazole-4-carboxamide COCCOCCN1N=C(C(=C1)NC(=O)C=1N=C(OC1)C=1C=NNC1)C1=NC=CC=C1